(S)-3-(3-(3-chloro-4-fluorophenyl)-1-(1,2-dihydroisoquinolin-4-yl)ethyl)urea ClC=1C=C(C=CC1F)C=1NCC2=CC=CC=C2C1[C@H](C)NC(N)=O